ClC1=C2C=NN(C2=C(C=C1)C(=O)NC1CC2(CC(C2)C(=O)O)C1)CC1=CC=C(C=C1)B1OC(C(O1)(C)C)(C)C 6-(4-Chloro-1-(4-(4,4,5,5-tetramethyl-1,3,2-dioxaborolan-2-yl)benzyl)-1H-indazole-7-carboxamido)spiro[3.3]heptane-2-carboxylic acid